C(CCCC=CCC=CCC=CCC=CCCCCC)(=O)N icosa-5,8,11,14-tetraenamide